BrCCN(S(=O)(=O)C)CCBr N,N-bis(2-bromoethyl)methanesulfonamide